(S)-2-bromo-7-(((tert-butyldimethylsilyl)oxy)methyl)-8-((2-(trimethylsilyl)ethoxy)methyl)-4,5,7,8-tetrahydro-3-oxa-1-thia-5a,8-diazabenzo[cd]azulen-9(6H)-one BrC=1SC=2C(N([C@@H](CN3C2C1OCC3)CO[Si](C)(C)C(C)(C)C)COCC[Si](C)(C)C)=O